5-methyl-5-phenyl-4,7-dihydro-1H-pyrano[3,4-c]Pyrazole-3-carboxylic acid CC1(CC2=C(NN=C2C(=O)O)CO1)C1=CC=CC=C1